5-cyclopropyl-3-(2,6-dichlorophenyl)-4-(((1-(3-fluoro-4-(4,4,5,5-tetramethyl-1,3,2-dioxaborolan-2-yl)phenyl)piperidin-4-yl)oxy)methyl)isoxazole C1(CC1)C1=C(C(=NO1)C1=C(C=CC=C1Cl)Cl)COC1CCN(CC1)C1=CC(=C(C=C1)B1OC(C(O1)(C)C)(C)C)F